1-(6-Hydroxypyridin-2-yl)-3-(trifluoromethyl)-1,4,5,6-tetrahydro-7H-indazol-7-one OC1=CC=CC(=N1)N1N=C(C=2CCCC(C12)=O)C(F)(F)F